5-(3-(2-amino-[1,2,4]triazolo[1,5-a]pyridin-7-yl)-2,5,6-trifluorophenoxy)-3,3-difluoro-2-(4-fluorophenyl)pentan-2-ol NC1=NN2C(C=C(C=C2)C=2C(=C(OCCC(C(C)(O)C3=CC=C(C=C3)F)(F)F)C(=C(C2)F)F)F)=N1